2-(3-acetylamino-1-tetrahydropyran-2-yl-indazol-6-yl)sulfanyl-N-methyl-benzamide C(C)(=O)NC1=NN(C2=CC(=CC=C12)SC1=C(C(=O)NC)C=CC=C1)C1OCCCC1